methyl 2-((tert-butoxycarbonyl) amino)-7-((4'-fluoro-[1,1'-biphenyl]-2-yl) oxy)-1,2,3,4-tetrahydronaphthalene-2-carboxylate C(C)(C)(C)OC(=O)NC1(CC2=CC(=CC=C2CC1)OC1=C(C=CC=C1)C1=CC=C(C=C1)F)C(=O)OC